ClC=1C=C(C=CC1)C(CO)(C)NC1=NC2=C(N1)C=CC=C2CNC(N(C)C)=O 3-((2-((2-(3-chlorophenyl)-1-hydroxypropan-2-yl)amino)-1H-benzo[d]imidazol-4-yl)methyl)-1,1-dimethylurea